N-(2-((S)-8-(((R)-1-(4-carbamimidoylthiophen-2-yl)ethyl)carbamoyl)-1,4-dioxa-7-azaspiro[4.4]nonan-7-yl)-2-oxoethyl)-10H-phenoxazine-3-carboxamide C(N)(=N)C=1C=C(SC1)[C@@H](C)NC(=O)[C@H]1N(CC2(OCCO2)C1)C(CNC(=O)C=1C=CC=2NC3=CC=CC=C3OC2C1)=O